(R)-1-(bis(4-methoxyphenyl)(phenyl)methoxy)-3-((tert-butyldiphenylsilyl)oxy)propan-2-ol COC1=CC=C(C=C1)C(OC[C@H](CO[Si](C1=CC=CC=C1)(C1=CC=CC=C1)C(C)(C)C)O)(C1=CC=CC=C1)C1=CC=C(C=C1)OC